N[C@@H](CCC(=O)O)C(=O)N[C@@H](CSCC=C)C(=O)O glutamyl-S-allylcysteine